ClC1=C(OCC(=O)OCCC)C=CC(=C1)Cl propyl (2,4-dichlorophenoxy)acetate